BrC1=CC(=C(NC1=O)C(=O)OCC)Cl ethyl 5-bromo-3-chloro-6-oxo-1,6-dihydropyridine-2-carboxylate